C(C1=CC=CC=C1)(=O)NCC=1N=NN(C1)[C@H](C(=O)N1[C@@H](C[C@H](C1)O)C(=O)NC)C(C)(C)C (2S,4R)-1-[(2S)-2-[4-(benzamidomethyl)triazol-1-yl]-3,3-dimethyl-butanoyl]-4-hydroxy-N-methyl-pyrrolidine-2-carboxamide